NC1=C2C(=NC=N1)N(N=C2/C=N/O)C(C)C (E)-4-amino-1-isopropyl-1H-pyrazolo[3,4-d]Pyrimidine-3-carbaldehyde oxime